15-(3-(2-((1,2-dimethylhydrazinyl)methyl)-1H-pyrrolo[2,3-b]pyridin-1-yl)propanamido)-2,3-dimethyl-1,4,14-trioxo-7,10-dioxa-3,13-diazaoctadecan-18-oic acid CN(NC)CC1=CC=2C(=NC=CC2)N1CCC(=O)NC(C(NCCOCCOCCC(N(C(C=O)C)C)=O)=O)CCC(=O)O